C(C)NC(=O)C1CC(CCC1C(C)C)C N-ethyl-menthanecarboxamide